N1C(=NC=C1)C(=O)N1CCN(CC1)C=1C=2N(C=C(C1)S(=O)(=O)NC1(CC1)C)C(=NC2)C=2SC(=NN2)C(F)F 8-(4-(1H-imidazole-2-carbonyl)piperazin-1-yl)-3-(5-(difluoromethyl)-1,3,4-thiadiazol-2-yl)-N-(1-methylcyclopropyl)imidazo[1,5-a]pyridine-6-sulfonamide